1-{4-[3-(1,3-dimethyl-1H-pyrazol-4-yl)furo[3,2-b]pyridin-6-yl]phenyl}-4-methylpiperazine CN1N=C(C(=C1)C1=COC=2C1=NC=C(C2)C2=CC=C(C=C2)N2CCN(CC2)C)C